ClCC(C(=O)O)O BETA-CHLOROLACTIC ACID